7-amino-3-methyl-6-(5-methyl-1H-indazol-4-yl)-2-((5-methylpyrimidin-2-yl)amino)-5-oxo-5,6-dihydro-1,6-naphthyridine-8-carboxamide NC=1N(C(C=2C=C(C(=NC2C1C(=O)N)NC1=NC=C(C=N1)C)C)=O)C1=C2C=NNC2=CC=C1C